ClC1=CC=C(CC2C(N(C3CC23)C2=CC(=NN2)C2=CN=NC=C2C)=O)C=C1 Endo-4-(4-chlorobenzyl)-2-(3-(5-methylpyridazin-4-yl)-1H-pyrazol-5-yl)-2-aza-bicyclo[3.1.0]hexan-3-one